L-Tartaric Acid Hydrate O.C([C@H](O)[C@@H](O)C(=O)O)(=O)O